2-(1-(pyridin-4-yl)-1H-pyrazol-4-yl)acetamide N1=CC=C(C=C1)N1N=CC(=C1)CC(=O)N